ClC1=NC=C(C(=N1)NC=1C(=CC(=NC1)OC)P(C)(C)=O)Cl (5-((2,5-dichloropyrimidin-4-yl)amino)-2-methoxypyridin-4-yl)dimethylphosphine oxide